N-(2-Amino-3-fluoro-4-((4-(trifluoromethyl)benzyl)amino)phenyl)dodecanamid NC1=C(C=CC(=C1F)NCC1=CC=C(C=C1)C(F)(F)F)NC(CCCCCCCCCCC)=O